CC(CCC[Mg]I)CC(CC(CC(CCC)C)C)C 4,6,8,10-tetramethyltridecyl-magnesium iodide